(4S)-4-({[6-(4-Chloro-2-hydroxy-6-methylphenyl)pyridazin-3-yl]methyl}amino)-1-methylpyrrolidin-2-one ClC1=CC(=C(C(=C1)C)C1=CC=C(N=N1)CN[C@H]1CC(N(C1)C)=O)O